N-(quinolin-3-ylsulfonyl)acetamide N1=CC(=CC2=CC=CC=C12)S(=O)(=O)NC(C)=O